COC=CC1=CC=CC=C1 β-methoxystyrene